N1=NC(=NN=C1)OC1=CC=C(C=C1)CC(C(=O)O)N 3-(4-((1,2,4,5-tetrazin-3-yl)oxy)phenyl)-2-aminopropionic acid